s-triazolo-[1,5-a]pyrimidine N1=CN=C2N1C=CC=N2